3-[5-[3-(2-hydroxyethoxy)propyl]-3-methyl-2-oxo-benzimidazol-1-yl]piperidine-2,6-dione OCCOCCCC1=CC2=C(N(C(N2C)=O)C2C(NC(CC2)=O)=O)C=C1